N-[2-formyl-3-(4,4,5,5-tetramethyl-1,3,2-dioxaborolan-2-yl)phenyl]methanesulfonamide C(=O)C1=C(C=CC=C1B1OC(C(O1)(C)C)(C)C)NS(=O)(=O)C